N-[5-[2-(4-tert-butylpiperazin-1-yl)pyrimidin-5-yl]-4-fluoro-2-[rac-(3R)-3,4-dimethylpiperazin-1-yl]phenyl]-4-fluoro-2-(trifluoromethyl)benzamide C(C)(C)(C)N1CCN(CC1)C1=NC=C(C=N1)C=1C(=CC(=C(C1)NC(C1=C(C=C(C=C1)F)C(F)(F)F)=O)N1C[C@H](N(CC1)C)C)F |r|